FC1=CC(=CC2=C1N=C(S2)C2CCNCC2)C2=CC1=CN(N=C1C=C2)C 4-Fluoro-6-(2-methyl-2H-indazol-5-yl)-2-(piperidin-4-yl)-1,3-benzothiazol